2-{[(1S)-1-{4-[4-(4-acryloylpiperazin-1-yl)tetrahydro-2H-pyran-4-yl]phenyl}ethyl]amino}-8-cyclopentyl-5-methylpyrido[2,3-d]pyrimidin-7(8H)-one C(C=C)(=O)N1CCN(CC1)C1(CCOCC1)C1=CC=C(C=C1)[C@H](C)NC=1N=CC2=C(N1)N(C(C=C2C)=O)C2CCCC2